dicarboxyl-butylenediamine C(=O)(O)NCCCCNC(=O)O